o-methoxycyclohexanol COC1C(CCCC1)O